FC(C1=NN=C2N1C=CC(=C2C)C(C(C(=O)OC(C)(C)C)(C)C)C2=CC(=C(C=C2)C)CO)F tert-Butyl 3-(3-(difluoromethyl)-8-methyl-[1,2,4]triazolo[4,3-a]pyridin-7-yl)-3-(3-(hydroxymethyl)-4-methylphenyl)-2,2-dimethylpropanoate